P(=O)(O)(O)OC[C@@H]1[C@H]([C@H]([C@@](O1)(N1C=NC=2C(O)=NC=NC12)C)O)O.O1C=CC2=C1C=C(C=C2)N(C(C(=O)NC2CCCCC2)C=2C=NC=CC2)C(CCl)=O 2-[benzofuran-6-yl-(2-chloroacetyl)amino]-N-cyclohexyl-2-(3-pyridinyl)acetamide Methylinosine-5'-monophosphate